ClC1=C(C=CC(=C1)Cl)B(O)O 2,4-dichlorophenyl-boronic acid